2-(2-fluoro-4-(4-hydroxy-3-isopropylbenzyl)-3,5-dimethylphenoxy)acetic acid ethyl ester C(C)OC(COC1=C(C(=C(C(=C1)C)CC1=CC(=C(C=C1)O)C(C)C)C)F)=O